CCCCNC Methylaminobutane